C(C)(C)(C)OC(=O)N1C(=CC2=CC(=CC=C12)CC(C(=O)OC(C)(C)C)(C)C)B1OC(C(O1)(C)C)(C)C.FC=1C=C(C=C(C1)F)C(C)=O 1-(3,5-difluorophenyl)ethan-1-one tert-butyl-5-(3-tert-butoxy-2,2-dimethyl-3-oxo-propyl)-2-(4,4,5,5-tetramethyl-1,3,2-dioxaborolan-2-yl)indole-1-carboxylate